(2,6-dichlorophenyl)tetrahydro-2H-pyran-4-carbonitrile ClC1=C(C(=CC=C1)Cl)C1OCCC(C1)C#N